(3S)-tert-Butyl 4-(6-chloro-7-(2-fluoro-6-hydroxyphenyl)-2-oxo-1-phenyl-1,2-dihydropyrido[2,3-d]pyrimidin-4-yl)-3-methylpiperazine-1-carboxylate ClC1=CC2=C(N(C(N=C2N2[C@H](CN(CC2)C(=O)OC(C)(C)C)C)=O)C2=CC=CC=C2)N=C1C1=C(C=CC=C1O)F